6-hydroxy-N-(4-hydroxyphenylethyl)-2,3-dimethoxyphenanthrene-9-carboxamide OC=1C=C2C=3C=C(C(=CC3C=C(C2=CC1)C(=O)NCCC1=CC=C(C=C1)O)OC)OC